C(CCCCCCCCCCCCCCCCC)N1[C@@H](C[C@@H](O)C1)C(=O)O N-octadecyl-L-hydroxyproline